N-((5-(methylthio)pyrazolo[1,5-c]quinazolin-2-yl)methyl)-2-(trifluoromethoxy)benzamide methylmalonate CC(C(=O)O)C(=O)O.CSC1=NC=2C=CC=CC2C=2N1N=C(C2)CNC(C2=C(C=CC=C2)OC(F)(F)F)=O